FC1=CC=C2C=CC=C(C2=C1C#C[Si](C(C)C)(C(C)C)C(C)C)O 7-fluoro-8-(2-triisopropylsilylethynyl)naphthalen-1-ol